C(C1=CC=CC=C1)OC1=C(C(=O)OC)C=C(C=C1)F methyl 2-(benzyloxy)-5-fluorobenzoate